6-(4-(6-chloro-5-fluoroindolin-1-yl)quinazolin-6-yl)-1,3-dihydro-2H-imidazo[4,5-b]pyridin-2-one ClC1=C(C=C2CCN(C2=C1)C1=NC=NC2=CC=C(C=C12)C=1C=C2C(=NC1)NC(N2)=O)F